N-((2-(2,6-dioxopiperidin-3-yl)-4-fluoro-3-oxoisoindolin-5-yl)methyl)-2-((1s,3s)-3-(2-(trifluoromethyl)phenyl)cyclobutyl)acetamide O=C1NC(CCC1N1CC2=CC=C(C(=C2C1=O)F)CNC(CC1CC(C1)C1=C(C=CC=C1)C(F)(F)F)=O)=O